2-(cyclobutylmethyl)-5-(4-fluoro-2-methyl-1-(1-methylpiperidin-4-yl)-1H-benzo[d]imidazol-6-yl)-7H-pyrrolo[2,3-d]pyrimidine C1(CCC1)CC=1N=CC2=C(N1)NC=C2C=2C=C(C1=C(N(C(=N1)C)C1CCN(CC1)C)C2)F